(1,4,7-trimethyl-1a,2,3,4,4a,5,6,7b-octahydrocyclopropa[e]azulen-1-yl)methanol CC1(C2C3=C(CCC3C(CCC21)C)C)CO